methyl 6-fluoro-1-(4-fluorobenzyl)-1H-indole-5-carboxylate FC1=C(C=C2C=CN(C2=C1)CC1=CC=C(C=C1)F)C(=O)OC